methoxycyclobutan-1-amine COC1(CCC1)N